C(C)(C)(C)[C@@H]1N=C(OC1)C1=NC=C(C=C1)C(F)(F)F (2-[(4S)-4-tert-butyl-4,5-dihydro-2-oxazolyl])-5-trifluoromethylpyridine